NC1CCN(CC1)CC(=O)N(C)C 2-(4-aminopiperidin-1-yl)-N,N-dimethylacetamide